(E)-(4-(2-chlorophenyl)piperazin-1-yl)(2,6-dichlorophenyl)methanone oxime ClC1=C(C=CC=C1)N1CCN(CC1)/C(=N/O)/C1=C(C=CC=C1Cl)Cl